2-[(tert-butoxycarbonylamino)methyl]-1H-benzimidazole-5-carboxylic acid C(C)(C)(C)OC(=O)NCC1=NC2=C(N1)C=CC(=C2)C(=O)O